C(C)C1=C(C(=C(C=C1)P(C1=CC=CC=C1)(C(C1=CC=CC=C1)=O)=O)CC)CC triethylbenzoyl-diphenylphosphine oxide